CC1=C(C(=C(C=C1)C1=CC=C(C=C1)N)N)C dimethyl-2,4'-diaminobiphenyl